ClC=1C=C(C=CC1Cl)NC(=O)[C@@H]1[C@H]2C[C@@H]([C@@H]([C@@H]1C1=CC(=NC=C1)F)O2)O |r| rac-(1R,2S,3S,4R,5S)-N-(3,4-dichlorophenyl)-3-(2-fluoropyridin-4-yl)-5-Hydroxy-7-oxabicyclo[2.2.1]Heptane-2-carboxamide